4-chloro-5-(trifluoromethyl)-1H-benzo[d]imidazole ClC1=C(C=CC=2NC=NC21)C(F)(F)F